C(CCC)[C@]([C@](C(=O)[O-])(O)CCCC)(O)C(=O)[O-] Dibutyl-L-tartrat